FC1=C2C(=NC=3N(C2=CC=C1F)C(=NN3)C)N3CCOCC1=C3C=CC=C1C#CC(C)(C)NC(=O)C1(CC1)C(F)(F)F N-[3-[1-(6,7-Difluoro-1-methyl-[1,2,4]triazolo[4,3-a]quinazolin-5-yl)-3,5-dihydro-2H-4,1-benzoxazepin-6-yl]-1,1-dimethyl-prop-2-ynyl]-1-(trifluoromethyl)cyclopropanecarboxamide